1-(4-(4-benzoylphenylsulfanyl)phenyl)-2-methyl-2-(4-methylphenylsulfinyl)propane-1-one C(C1=CC=CC=C1)(=O)C1=CC=C(C=C1)SC1=CC=C(C=C1)C(C(C)(S(=O)C1=CC=C(C=C1)C)C)=O